BrC1=C(CNC2(CCN(CC2)C(=O)OC(C)(C)C)C)C=CC(=C1)C(F)(F)F tert-butyl 4-((2-bromo-4-(trifluoromethyl) benzyl) amino)-4-methylpiperidine-1-carboxylate